CC(CC(C(=O)[O-])=O)C 4-methyl-2-oxopentanoate